formaldehyde β-naphthalenesulfonate C1=C(C=CC2=CC=CC=C12)S(=O)(=O)O.C=O